CNC(C(C)N1CCNCC1)=O N-methyl-2-(piperazin-1-yl)propanamide